C(C)C1=CC=C(C(=O)NC2CCC(CC2)NC2=CC=CC=3N2C=C(N3)C(F)(F)F)C=C1 4-ethyl-N-[(1s,4s)-4-{[2-(trifluoromethyl)imidazo[1,2-a]pyridin-5-yl]amino}cyclohexyl]benzamide